benzyl 6-[(3S,4R,5S)-3-acetamido-4,5-dihydroxy-1-piperidinyl]-6-oxo-hexanoate C(C)(=O)N[C@H]1CN(C[C@@H]([C@@H]1O)O)C(CCCCC(=O)OCC1=CC=CC=C1)=O